C(C1=CC=CC=C1)NC1=NN=C(C2=CC=CC=C12)C1=CC=C(C=C1)OC N-benzyl-4-(4-methoxyphenyl)phthalazine-1-amine